COC=1C=C2C(=NC(=NC2=CC1OC)C)NC(C)C1=CC=C(S1)C1=CSC=C1C#N 5-{1-[(6,7-dimethoxy-2-methylquinazolin-4-yl)amino]ethyl}-2,3'-bithiophene-4'-carbonitrile